1,2,4,5-tetracyano-2H-borinine C(#N)B1C(C=C(C(=C1)C#N)C#N)C#N